2,4,6-tris(methyldimethoxysilyl)triazine 5,7-bis(benzyloxy)-2-(3,4,5-tris(benzyloxy)phenyl)chroman-3-yl-5-(benzyloxy)-6-nitronicotinate C(C1=CC=CC=C1)OC1=C2CC(C(OC2=CC(=C1)OCC1=CC=CC=C1)C1=CC(=C(C(=C1)OCC1=CC=CC=C1)OCC1=CC=CC=C1)OCC1=CC=CC=C1)OC(C1=CN=C(C(=C1)OCC1=CC=CC=C1)[N+](=O)[O-])=O.C[Si](N1NC(=CC(=N1)[Si](OC)(OC)C)[Si](OC)(OC)C)(OC)OC